C[C@H]1N(CC[C@@H](C1)N(CC1=CC(=CC=C1)C(F)(F)F)C)C(=O)N1N=C(C=C1)C(=O)N 1-((2R,4S)-2-methyl-4-(methyl(3-(trifluoromethyl)benzyl)amino)piperidine-1-carbonyl)-1H-pyrazole-3-carboxamide